5-chloro-4-(difluoromethyl)-2-((4-fluoro-2-methylphenyl)-amino)-N-(3-methylpyridin-4-yl)benzamide ClC=1C(=CC(=C(C(=O)NC2=C(C=NC=C2)C)C1)NC1=C(C=C(C=C1)F)C)C(F)F